3,4-bis(dicyclohexylphosphino)-2-ethylthiophene C1(CCCCC1)P(C1=C(SC=C1P(C1CCCCC1)C1CCCCC1)CC)C1CCCCC1